C1(CC1)C1=CC=C(C=C1)C12CCC(CC1)(CC2)CN(C(=O)C2CC2)C=2C=C(C=CC2)/C=C/C(=O)OC methyl (E)-3-(3-(N-((4-(4-cyclopropylphenyl)bicyclo[2.2.2]octan-1-yl)methyl) cyclopropanecarboxamido)phenyl)acrylate